[N+](=O)([O-])C1=C(C=CC(=C1)C=1SC=CC1)NC(OC(C)(C)C)=O Tert-butyl (2-nitro-4-(thiophen-2-yl)phenyl)carbamate